pantothenic acid calcium salt [Ca+2].C(CCNC([C@H](O)C(C)(C)CO)=O)(=O)[O-].C(CCNC([C@H](O)C(C)(C)CO)=O)(=O)[O-]